3,6-dimethyl-1,2,4,5-tetrazine CC=1N=NC(=NN1)C